ClC1=CC=C(C(=N1)C=1C=NNC1)NC(C)C=1C=2C3=C(N(C(C2C=C(C1)C)=O)C)N(N=C3)C3CN(C3)C 9-(1-((6-chloro-2-(1H-pyrazol-4-yl)pyridin-3-yl)amino)ethyl)-4,7-dimethyl-3-(1-methylazetidin-3-yl)-3,4-dihydro-5H-pyrazolo[3,4-c]isoquinolin-5-one